2-[(6S)-4-(4-chlorophenyl)-2,3,9-trimethyl-6H-thieno[3,2-f][1,2,4]triazolo[4,3-a][1,4]diazepin-6-yl]-N-phenylacetamide ClC1=CC=C(C=C1)C1=N[C@H](C=2N(C3=C1C(=C(S3)C)C)C(=NN2)C)CC(=O)NC2=CC=CC=C2